(1R,3S,5S)-3-hydroxy-8-azabicyclo[3.2.1]octan OC1C[C@H]2CC[C@@H](C1)N2